BrC1=NN(C2=CC=C(C(=C12)Cl)SCCC(=O)OC)C(=O)OC(C)(C)C tert-butyl 3-bromo-4-chloro-5-((3-methoxy-3-oxopropyl) thio)-1H-indazole-1-carboxylate